COCCCOC1=CC2=C(C=3N(C(O2)C=2SC=CN2)C=C(C(C3)=O)C(=O)O)C=3CCOC31 4-(3-methoxypropoxy)-11-oxo-7-(thiazol-2-yl)-1,2,7,11-tetrahydrobenzofuro[4,5-e]pyrido[1,2-c][1,3]oxazine-10-carboxylic acid